COC(=O)C1CC(C1)N (1s,3s)-3-aminocyclobutane-1-carboxylic acid methyl ester